C(#N)C=1C=CC=2C3=C(NC2C1)C(=C(C=N3)C(=O)NC[C@H](C(C)(C)O)F)NC3CCC3 (R)-7-cyano-4-(cyclobutylamino)-N-(2-fluoro-3-hydroxy-3-methylbutyl)-5H-pyrido[3,2-b]indole-3-carboxamide